BrC1=C(C=C2C(=C(C(=NC2=C1F)SC)I)N([C@H]1[C@H]2CN([C@@H]1C2)C(=O)OC(C)(C)C)C(=O)OC(C)(C)C)CCC#N tert-butyl (1R,4R,5S)-5-((7-Bromo-6-(2-cyanoethyl)-8-fluoro-3-iodo-2-(methylthio)quinolin-4-yl)(tert-butoxycarbonyl)amino)-2-azabicyclo[2.1.1]hexane-2-carboxylate